(3-((5-methyl-7-(methylsulfonyl)-4-oxo-4,5,6,7,8,9-hexahydro-3H-pyrido[4',3':4,5]pyrrolo[2,3-d]pyridazin-3-yl)methyl)phenyl)carbamic acid tert-butyl ester C(C)(C)(C)OC(NC1=CC(=CC=C1)CN1N=CC2=C(C1=O)N(C1=C2CCN(C1)S(=O)(=O)C)C)=O